ethyl-zirconium (iv) trichloride [Cl-].[Cl-].[Cl-].C(C)[Zr+3]